N-(azetidin-3-ylmethyl)-2-(bis(3-chloro-4-fluorophenyl)methyl)-1H-imidazole-5-sulfonamide N1CC(C1)CNS(=O)(=O)C1=CN=C(N1)C(C1=CC(=C(C=C1)F)Cl)C1=CC(=C(C=C1)F)Cl